(3S,4R,5R,6S)-6-methyloxane-2,3,4,5-tetrol C[C@H]1[C@@H]([C@H]([C@@H](C(O1)O)O)O)O